ethyl 5-(tert-butyl)-2-(3-(3-((4-fluoro-1,1-dioxido-2,3-dihydrobenzo[d]isothiazol-5-yl)amino)-1H-pyrazol-5-yl)cyclopentyl)oxazole-4-carboxylate C(C)(C)(C)C1=C(N=C(O1)C1CC(CC1)C1=CC(=NN1)NC=1C=CC2=C(CNS2(=O)=O)C1F)C(=O)OCC